ClC1=C(N)C=C(C(=C1)[N+](=O)[O-])CNC 2-chloro-5-((methylamino)methyl)-4-nitroaniline